C(C)(C)(C)C1=CC=C(C=C1)S(=O)(=O)N1CCN(CC1)C(COC=1C=CC=C2C(=NN(C12)C)C1C(NC(CC1)=O)=O)=O 3-(7-(2-(4-((4-(tert-butyl)phenyl)sulfonyl)piperazin-1-yl)-2-oxoethoxy)-1-methyl-1H-indazol-3-yl)piperidine-2,6-dione